C(C)(C)(C)C=1SC2=C(N1)C(C(C1(CCN(CC1)C(=O)C=1C=C3C(=NN(C3=C(C1)OCC)C)C)C2)([2H])[2H])=O 2-Tert-butyl-1'-(7-ethoxy-1,3-dimethyl-1H-indazole-5-carbonyl)(5,5-dideutero)-5H-spiro[[1,3]benzothiazole-6,4'-piperidin]-4(7H)-one